N6-(4-biphenyl-carbonylamino)-adenosine C1(=CC=C(C=C1)C(=O)NNC=1C=2N=CN([C@H]3[C@H](O)[C@H](O)[C@@H](CO)O3)C2N=CN1)C1=CC=CC=C1